5-(prop-2-yn-1-yloxy)pent-1-ene C(C#C)OCCCC=C